3-(((4-Phenylpyridin-2-yl)amino)methyl)pyrrolidin-1-carbonitril C1(=CC=CC=C1)C1=CC(=NC=C1)NCC1CN(CC1)C#N